allyl-tris(t-butoxy)tin C(C=C)[Sn](OC(C)(C)C)(OC(C)(C)C)OC(C)(C)C